C1(=CC=C(C=C1)C/C=C/Br)C1=CC=CC=C1 (E)-3-(1,1'-biphenyl-4-yl)-propenyl bromide